(hydroxymethyl)oxolan-3-one OCC1OCCC1=O